[Na].C(=O)(O)CN(CCN)CCO carboxymethyl-N'-hydroxyethylethylenediamine sodium